COC1=C(OCOCC[Si](C)(C)C)C=CC(=C1)\C=C\C1=C(C(=CC(=C1)OCOCC[Si](C)(C)C)OC)CC=C(C)C (E)-(2-((2-methoxy-4-(3-methoxy-2-(3-methylbut-2-en-1-yl)-5-((2-(trimethylsilyl)ethoxy)methoxy)styryl)phenoxy)methoxy)ethyl)trimethylsilane